ClC1=C(N=C2N1C=CC(=C2)C(=O)O)C2=C(C(=CC=C2C=2C(=NN(C2)C)F)F)F 3-chloro-2-(2,3-difluoro-6-(3-fluoro-1-methyl-1H-pyrazol-4-yl)phenyl)imidazo[1,2-a]pyridine-7-carboxylic acid